ClC1=C(C(=NN1C1=C(C=C(C=C1)F)F)C(F)F)C=O 5-chloro-3-(difluoromethyl)-1-(2,4-difluorophenyl)-1H-pyrazole-4-carbaldehyde